O=C1N(C(C2=CC=CC=C12)=O)CC#CC=1C=C(C(=O)N2CCN(CC2)C(=O)OCCOC2=CC=C(C=C2)C(=O)C2=CC=C(C=C2)C2=C(C=CC(=C2)C(NC2CC2)=O)C)C=CC1C(=O)OC 2-(4-(5'-(cyclopropylcarbamoyl)-2'-methyl-[1,1'-biphenyl]-4-carbonyl)phenoxy)ethyl 4-(3-(3-(1,3-dioxoisoindolin-2-yl)prop-1-yn-1-yl)-4-(methoxycarbonyl)benzoyl)piperazine-1-carboxylate